COC1=C(C=CC(=C1)C)C=1C=CC=2C(=C(N=NC2)O)N1 (2-methoxy-4-methylphenyl)pyrido[2,3-d]pyridazin-8-ol